N-[(4,5-dibromo-3-methyl-2-thienyl)thiocarbonyl]valine BrC=1C(=C(SC1Br)C(=S)N[C@@H](C(C)C)C(=O)O)C